BrC1=C(C=CC(=C1)F)NN (2-Bromo-4-fluoro-phenyl)hydrazine